ClC1=CC=C(C=C1)C1=C(C(N(N=C1)C=1C=NC=CC1)=O)C(=O)O (4-chlorophenyl)-3-oxo-2-(pyridin-3-yl)-2,3-dihydropyridazine-4-carboxylic acid